4-(5-(2-amino-7H-pyrrolo[2,3-d]pyrimidin-7-yl)-2-methoxyphenyl)-2-(thiazol-2-yl)but-3-yn-2-ol NC=1N=CC2=C(N1)N(C=C2)C=2C=CC(=C(C2)C#CC(C)(O)C=2SC=CN2)OC